FC1=C(C(=C(C(=C1[B-](C1=C(C(=C(C(=C1F)F)F)F)F)(C1=C(C(=C(C(=C1F)F)F)F)F)C1=C(C(=C(C(=C1F)F)F)F)F)F)F)F)F.C(C)C(C[N+](CCCCCCCC)(CCCCCCCC)CCCCCCCC)CCCC 2-ethylhexyl-(trioctyl)ammonium tetrakis(pentafluorophenyl)borate